ClC=1C=C(C(=NC1)N1C([C@@H](N(C(C1)=O)CC1=CC=C(C=C1)Cl)C1CC(C1)O)=O)F (S)-1-(5-chloro-3-fluoro-pyridin-2-yl)-4-(4-chloro-benzyl)-3-((1s,3R)-3-hydroxycyclobutyl)-piperazine-2,5-dione